C(C)(C)NC1=C(C=C(C=C1)C1=CC=C(C=N1)C(=O)OC)C Methyl 6-[4-(isopropylamino)-3-methyl-phenyl]pyridine-3-carboxylate